S1C=NC2=C1C=C(C=C2)\C=C\2/N=C(NC2=O)NC(CO)C2=CC=CC=C2 (4Z)-4-(1,3-benzothiazol-6-ylmethylene)-2-[(2-hydroxy-1-phenyl-ethyl)amino]-1H-imidazol-5-one